CN(C1=CC=C(N(C)C2=CC=C(OC=3N=C(C4=C(N3)C=NC=C4)O)C=C2)C=C1)C 2-[4-[4-(dimethylamino)-N-methylanilino]phenoxy]pyrido[3,4-d]pyrimidin-4-ol